(+)-6-(difluoromethyl)-8-[(1R*,3R*)-3-hydroxycyclopentyl]-2-{[1-(methylsulfonyl)-piperidin-4-yl]amino}pyrido[2,3-d]pyrimidin-7(8H)-one FC(C1=CC2=C(N=C(N=C2)NC2CCN(CC2)S(=O)(=O)C)N(C1=O)[C@H]1C[C@@H](CC1)O)F |o1:24,26|